ClC=1C(=C(C=CC1)NC(=S)C=1C(N(CCC1NCC1=C(C=NC=C1)OC[C@@H]1CNC(CO1)=O)C(=O)OC(C)(C)C)=O)OC tert-butyl 3-[(3-chloro-2-methoxyphenyl)carbamothioyl]-2-oxo-4-{[(3-{[(2S)-5-oxomorpholin-2-yl]methoxy}pyridin-4-yl)methyl]amino}-5,6-dihydropyridine-1-carboxylate